dimethyl 3,3'-thiodipropionate (Dimethyl 3,3'-Thiodipropionate) CC(C(=O)O)(CSCCC(=O)O)C.S(CCC(=O)OC)CCC(=O)OC